methyl (E)-3-(3-((1S,2R,4R)-N-(2-chloro-4-(1-methyl-1H-indazol-5-yl)benzyl)bicyclo[2.2.1]heptane-2-carboxamido)-5-fluorophenyl)acrylate ClC1=C(CN(C(=O)[C@H]2[C@H]3CC[C@@H](C2)C3)C=3C=C(C=C(C3)F)/C=C/C(=O)OC)C=CC(=C1)C=1C=C3C=NN(C3=CC1)C